ClC1=CC(=C(C=C1)C1=NC(=CC=2N=C(N(C(C21)=O)C)C)N2C[C@H](OCC2)[C@H]2OCC2)F 5-(4-chloro-2-fluoro-phenyl)-2,3-dimethyl-7-((2S)-2-((2S)-2-oxetanyl)-4-morpholinyl)pyrido[4,3-d]-pyrimidin-4(3H)-one